6-(methoxymethoxy)furo[3,2-b]pyridine COCOC=1C=C2C(=NC1)C=CO2